BrC=1C(=CC(=C(C1)NC(=O)C1=CN(C(C=C1C(F)F)=O)C)N1C[C@@H](N([C@@H](C1)C)C)C)F N-(5-bromo-4-fluoro-2-((3S,5R)-3,4,5-trimethylpiperazin-1-yl)phenyl)-4-(difluoromethyl)1-methyl-6-oxo-1,6-dihydropyridine-3-carboxamide